ClCCCCOC1=CC=C(C=C1)N=NC1=CC=C(C(=O)O)C=C1 4-((4-(4-Chlorobutoxy)phenyl)diazenyl)benzoic acid